BrC=1C(N(C(=CC1OCC1=C(C=C(C=C1)F)F)CN1CCOCC1)C1=C(C=CC=C1F)F)=O 3-bromo-4-[(2,4-difluorobenzyl)oxy]-1-(2,6-difluorophenyl)-6-(morpholin-4-ylmethyl)pyridin-2(1H)-one